C(CCC)N1N=C2C(=N1)C(=C(C(=C2Br)OC)OC)Br 2-butyl-4,7-dibromo-5,6-dimethoxybenzotriazole